C(C)(C)(C)OC(=O)N1CCC(CC1)OC1=CC=NC2=C(C=CC=C12)C 4-((8-Methylquinolin-4-yl)oxy)piperidine-1-carboxylic acid tert-butyl ester